1-(tert-butyl)-3-(1-((1-methyl-1H-pyrazol-3-yl)methyl)-2-oxo-1,2,3,4-tetrahydroquinolin-6-yl)urea C(C)(C)(C)NC(=O)NC=1C=C2CCC(N(C2=CC1)CC1=NN(C=C1)C)=O